FC1=C(C(=CC=C1)OC)C1=NC=CC(=N1)NC1=CC(=C(C=N1)C=1C=NC(=CC1)N1CCOCC1)N1C[C@H](CCC1)O (S)-1-(6-((2-(2-fluoro-6-methoxyphenyl)pyrimidin-4-yl)amino)-6'-morpholino-[3,3'-bipyridin]-4-yl)piperidin-3-ol